N[C@@H]1C2=CC(=CC=C2CC12CCN(CC2)C2=NC(=C(N=C2Br)SC2=C(C(=NC=C2)N)Cl)N)CCC(=O)NC (S)-3-(1-amino-1'-(6-amino-5-((2-amino-3-chloropyridin-4-yl)thio)-3-bromopyrazin-2-yl)-1,3-dihydrospiro[inden-2,4'-piperidin]-6-yl)-N-methylpropanamide